NC1=NC=2C=CC=CC2C2=C1N=C(N2CC2=CC=C(C=C2)CNC(=O)OCCNC(C(=C)C)=O)C(=O)OC methyl 4-amino-1-(4-(((2-methacrylamidoethoxy)carbonylamino)methyl)benzyl)-1H-imidazo[4,5-c]quinoline-2-carboxylate